(3S)-9-fluoro-3-methyl-10-(3-morpholinopyrrolidin-1-yl)-7-oxo-2,3-dihydro-7H-[1,4]oxazino[2,3,4-ij]quinoline-6-carboxylic acid FC=1C=C2C(C(=CN3C2=C(C1N1CC(CC1)N1CCOCC1)OC[C@@H]3C)C(=O)O)=O